ClC=1N=C(C2=C(N1)N(C=C2)COCC[Si](C)(C)C)NC2CN(CCC2)C(=O)OC(C)(C)C tert-butyl 3-((2-chloro-7-((2-(trimethylsilyl)ethoxy)methyl)-7H-pyrrolo[2,3-d]pyrimidin-4-yl)amino)piperidine-1-carboxylate